O.O.O.[N+](=O)([O-])[O-].[Cu+2].[N+](=O)([O-])[O-] copper nitrate, trihydrate